5-chloro-2-methyl-4-thiazoline ClC1=CNC(S1)C